FC1=C(C(=CC(=C1C=1OC=CC1)C)OC)NC1=NC=NC2=CC(=C(C=C12)OC1CCN(CC1)C(C=C)=O)OC 1-(4-((4-((2-fluoro-3-(furan-2-yl)-6-methoxy-4-methylphenyl)amino)-7-methoxyquinazolin-6-yl)oxy)piperidin-1-yl)prop-2-en-1-one